FC1=CC=C(C=C1)C1=C(C(OC1(C)O)=O)CNC(C1=CC=C(C=C1)C)=O N-((4-(4-fluorophenyl)-5-hydroxy-5-methyl-2-oxo-2,5-dihydrofuran-3-yl)methyl)-4-methylbenzamide